2-(difluoromethyl)-5-(5-fluoro-6-methylpyridin-3-yl)-1,3,4-oxadiazole FC(C=1OC(=NN1)C=1C=NC(=C(C1)F)C)F